C(C1=CC=CC=C1)N(S(=O)(=O)C=1C(=NC(=CC1OCC1=CC=CC=C1)Cl)C)C N-benzyl-4-benzyloxy-6-chloro-N,2-dimethyl-pyridine-3-sulfonamide